C=[N-] N-METHYLENEAMIDE